R-(-)-Camphor [C@]12(C(=O)CC(CC1)C2(C)C)C